2-(2-(2-(2-azidoethoxy)ethoxy)ethyl)-5-cyano-N-(4-(hydroxymethyl)phenyl)pyridine-2-sulfonamide N(=[N+]=[N-])CCOCCOCCC1(NC=C(C=C1)C#N)S(=O)(=O)NC1=CC=C(C=C1)CO